(3R)-3-{[7-(2-hydroxypropan-2-yl)-2-(4-methoxyphenyl)[1,2,4]triazolo[1,5-c]quinazolin-5-yl]amino}azepan-2-one OC(C)(C)C1=CC=CC=2C=3N(C(=NC12)N[C@H]1C(NCCCC1)=O)N=C(N3)C3=CC=C(C=C3)OC